C(C)(C)N1C=C(C=2C1=CN=CC2)C2=CC(=NC=C2)NC(=O)C2CCNCC2 N-(4-(1-isopropyl-1H-pyrrolo[2,3-c]pyridin-3-yl)pyridin-2-yl)piperidine-4-carboxamide